N1=C(C=CC=C1)C=1N=C(SC1)NC1=CC=C(C=N1)N1CCCCC1 1-(6-((4-(Pyridin-2-yl)thiazol-2-yl)amino)pyridin-3-yl)piperidine